N1=NC(=CC=C1)CC1=CC=C(C=C1)O 4-(pyridazin-3-ylmethyl)phenol